C(C1=CC=CC=C1)OC=1C=CC(=NC1)C=C1C(NC(C(N1)=O)=CC1=CC(=CC=C1)C(C1=CC=C(C=C1)F)=O)=O 3-((5-benzyloxypyridin-2-yl)methylene)-6-(3-(4-fluorobenzoyl)benzylidene)piperazine-2,5-dione